C(C1=CC=CC=C1)OC(=O)N[C@@H]1CN(CCC[C@]1(C)F)C(=O)OCC1=CC=CC=C1 benzyl (3R,4S)-3-(((benzyloxy) carbonyl) amino)-4-fluoro-4-methylazepan-1-carboxylate